10-[2-(1-methylpiperidin-2-yl)ethyl]-2-methylsulfinyl-phenothiazine CN1C(CCCC1)CCN1C2=CC=CC=C2SC=2C=CC(=CC12)S(=O)C